N1N=CC2=NC(=CC=C21)OCC=2C(=NOC2C)C2=CC=C(C=C2)F 4-(((1H-pyrazolo[4,3-b]pyridin-5-yl)oxy)methyl)-3-(4-fluorophenyl)-5-methylisoxazole